(+-)-2-((1-(9-Methyl-7-oxo-5,7-dihydro-6H-benzo[c]xanthen-11-yl)ethyl)amino)benzoic acid tert-butyl ester C(C)(C)(C)OC(C1=C(C=CC=C1)N[C@H](C)C=1C=2OC=3C4=C(CCC3C(C2C=C(C1)C)=O)C=CC=C4)=O |r|